6-chloro-N,1-dimethyl-1,2-dihydro-3H-benzo[e]indole-3-carboximidamide ClC1=CC=CC=2C=3C(CN(C3C=CC21)C(NC)=N)C